1-(2-(3-fluoro-5-(trifluoromethyl)benzyl)pyridin-4-yl)-4-oxo-4,5,6,7-tetrahydro-1H-pyrazolo[4,3-c]pyridine-3-carbonitrile FC=1C=C(CC2=NC=CC(=C2)N2N=C(C=3C(NCCC32)=O)C#N)C=C(C1)C(F)(F)F